C(C)(C)N1CCC(CC1)CC(=O)N1CCC2(C(C2)CNC(=O)N2CC=3C=NC=CC3C2)CC1 N-[[6-[2-(1-isopropyl-4-piperidyl)acetyl]-6-azaspiro[2.5]octan-2-yl]methyl]-1,3-dihydropyrrolo[3,4-c]pyridine-2-carboxamide